2-(3-((benzyloxy)methyl)-4-ethyl-5-oxo-4,5-dihydro-1H-1,2,4-triazol-1-yl)-3-fluoro-6-(2-fluoro-5-tolyl)-1,6-naphthyridin-5(6H)-one C(C1=CC=CC=C1)OCC1=NN(C(N1CC)=O)C1=NC=2C=CN(C(C2C=C1F)=O)C=1C=CC(=C(C1)C)F